CN1N=C2C=CC(=CC2=C1)C=1SC2=C(N1)C=CC(=C2)C=2CCN(CC2)C 2-(2-Methyl-2H-indazol-5-yl)-6-(1-methyl-1,2,3,6-tetrahydropyridin-4-yl)-1,3-benzothiazol